C12(CC3CC(CC(C1)C3)C2)C=2C=C(C(=O)NC3=CC=C(C(=O)O)C=C3)C=CC2OCCCCCC 4-(3-Adamantan-1-yl-4-hexyloxy-benzoylamino)benzoic acid